ClCCC[Si](OCC)(OCC)CCC chloropropyl-propyl-diethoxysilane